ethynyl-4-methyl-anisole C(#C)C1=C(C=CC(=C1)C)OC